ethyl 2-(3-chlorophenyl)-3-phenylpropionate ClC=1C=C(C=CC1)C(C(=O)OCC)CC1=CC=CC=C1